ClC1=C(C=CC(=C1)CNCCC(=O)NCCCNC1=NC=2C=C(C=CC2C2=C1NN=C2)C(=O)O)C2=CC=CC=C2 4-((3-(3-(((2-Chloro-[1,1'-biphenyl]-4-yl)methyl)amino)propanamido)propyl)amino)-3H-pyrazolo[3,4-c]quinoline-7-carboxylic acid